N-[(3S,5S)-5-hydroxypiperidin-3-yl]methanesulfonamide trifluoroacetate FC(C(=O)O)(F)F.O[C@H]1C[C@@H](CNC1)NS(=O)(=O)C